CN1C2=C(OC3(CCNCC3)C1)C=C(C=C2)N2C(NC(CC2)=O)=O 1-(4-Methyl-3,4-dihydrospiro[benzo[b][1,4]oxazine-2,4'-piperidin]-7-yl)dihydropyrimidine-2,4(1H,3H)-dione